C1(CC1)C=1N=C(C(=NC1C=1C2=C(C=NC1)N(C=N2)C)C(=O)N)NC=2C(=NN(C2)C2COC2)C 5-cyclopropyl-6-(3-methylimidazo[4,5-c]pyridin-7-yl)-3-[[3-methyl-1-(oxetan-3-yl)pyrazol-4-yl]amino]pyrazine-2-carboxamide